(S)-N-(5-(2-amino-[1,2,4]triazolo[1,5-a]pyridin-6-yl)-2-methylpyridin-3-yl)-3-(4-chloro-3-(trifluoromethyl)phenyl)isooxazolidine-2-carboxamide NC1=NN2C(C=CC(=C2)C=2C=C(C(=NC2)C)NC(=O)N2OCC[C@H]2C2=CC(=C(C=C2)Cl)C(F)(F)F)=N1